tert-Butyl N-[2-(2-{[4-(hydroxymethyl)-3-methoxyphenyl]methoxy}ethoxy)ethyl]carbamate OCC1=C(C=C(C=C1)COCCOCCNC(OC(C)(C)C)=O)OC